O1C(=NC=C1)[C@@H](C)N |r| (rac)-1-(oxazol-2-yl)ethan-1-amine